(S)-N-(1-(1H-pyrrolo[3,2-c]pyridin-2-yl)ethyl)-2-(6-oxo-2-phenyl-5-((3-phenylpropyl)amino)pyrimidin-1(6H)-yl)acetamide N1C(=CC=2C=NC=CC21)[C@H](C)NC(CN2C(=NC=C(C2=O)NCCCC2=CC=CC=C2)C2=CC=CC=C2)=O